NC1=NC(=C2N=CN(C2=N1)[C@H]1[C@@](C[C@@H](O1)CO[Si](C1=CC=CC=C1)(C1=CC=CC=C1)C(C)(C)C)(CO)F)NC (2R,3R,4R,5R)-5-(2-amino-6-(methylamino)-9H-purin-9-yl)-2-(((tert-butyldiphenylsilyl)oxy)methyl)-4-fluoro-4-(hydroxymethyl)tetrahydrofuran